isopropyl ((R)-(((2R,3S,4R,5R)-5-(2-amino-6-(hydroxyamino)-9H-purin-9-yl)-3,4-dihydroxytetrahydrofuran-2-yl)methoxy)(phenoxy)phosphoryl)-L-alaninate NC1=NC(=C2N=CN(C2=N1)[C@H]1[C@@H]([C@@H]([C@H](O1)CO[P@@](=O)(OC1=CC=CC=C1)N[C@@H](C)C(=O)OC(C)C)O)O)NO